2-(4-cyclopropyl-1H-imidazol-1-yl)-N-(3-(4-isopropyl-4H-1,2,4-triazol-3-yl)phenyl)-5-methylthiazole-4-carboxamide C1(CC1)C=1N=CN(C1)C=1SC(=C(N1)C(=O)NC1=CC(=CC=C1)C1=NN=CN1C(C)C)C